N-((S)-1-(((S)-1-(2-hydroxypyridin-3-yl)-4-(methylamino)-3,4-dioxobutan-2-yl)amino)-4-methyl-1-oxopentan-2-yl)-4-methoxy-1H-indole-2-carboxamide OC1=NC=CC=C1C[C@@H](C(C(=O)NC)=O)NC([C@H](CC(C)C)NC(=O)C=1NC2=CC=CC(=C2C1)OC)=O